[4-(2-cyclohexylethoxy)phenyl]tetrahydropyran-4-carboxylic acid C1(CCCCC1)CCOC1=CC=C(C=C1)C1OCCC(C1)C(=O)O